O\C=C\1/C(C(CC2(CC(CO2)C2=NC=CN=C2)C1)(C)C)=O (Z)-9-(hydroxymethylene)-7,7-dimethyl-3-(pyrazin-2-yl)-1-oxaspiro[4.5]decan-8-one